FC=1C=C(C=C(C1C=1C(=NC(=CC1C)C)C)F)C#N 3,5-difluoro-4-(2,4,6-trimethylpyridin-3-yl)benzene-1-carbonitrile